[4-(2-cyclopropyl-1,3-thiazol-4-yl)phenyl](oxo)acetaldehyde C1(CC1)C=1SC=C(N1)C1=CC=C(C=C1)C(C=O)=O